C=1(C(=CC2=CC=CC=3C4=CC=CC5=CC=CC(C1C23)=C45)C(=O)N)C(=O)N perylene-diamide